C1(CC1)NC(=O)C=1C=NN2C1N=C(C=C2NC)NC2=NN(C=C2)CC(F)(F)F N-cyclopropyl-7-(methylamino)-5-((1-(2,2,2-trifluoroethyl)-1H-pyrazol-3-yl)amino)pyrazolo[1,5-a]pyrimidine-3-carboxamide